tert-Butyl 3-methoxy-4-(1,4-oxazepan-4-yl)pyrrolidine-1-carboxylate COC1CN(CC1N1CCOCCC1)C(=O)OC(C)(C)C